FC(C(C)(C)O)(F)C=1C(=C(C=CC1)[C@@H](C)NC=1C2=C(N=C(N1)C)N=C(C(=C2)N2CC1(CN(C1)C(C)=O)C2)C)F 1-{6-[4-({(1R)-1-[3-(1,1-difluoro-2-hydroxy-2-methylpropyl)-2-fluorophenyl]ethyl}amino)-2,7-dimethylpyrido[2,3-d]pyrimidin-6-yl]-2,6-diazaspiro[3.3]hept-2-yl}ethan-1-one